N-[3-chloro-4-(piperazine-1-carbonyl)phenyl]-1-methyl-5-[3-(trifluoromethyl)-1H-pyrazol-4-yl]imidazole-2-carboxamide hydrochloride Cl.ClC=1C=C(C=CC1C(=O)N1CCNCC1)NC(=O)C=1N(C(=CN1)C=1C(=NNC1)C(F)(F)F)C